ClC=1C2=C(N(C(N1)=O)C=1C(=NC=CC1C)C(C)C)N=C(C(=C2)F)C=2C(=NC=CC2)SC 4-chloro-6-fluoro-1-(2-isopropyl-4-methylpyridin-3-yl)-7-(2-(methylsulfanyl)pyridin-3-yl)pyrido[2,3-d]pyrimidin-2(1H)-one